BrC=1C=CC(=NC1)C=1N(C(=C(N1)C1=NC2=C(N1C)C=C1C(=C2)OC(C(O1)(F)F)(F)F)S(=O)(=O)CC)C 2-[2-(5-Bromopyridin-2-yl)-5-(ethylsulfonyl)-1-methyl-1H-imidazol-4-yl]-6,6,7,7-tetrafluoro-1-methyl-6,7-dihydro-1H-[1,4]dioxino[2,3-f]benzimidazol